6,7-dichloro-3-(1-tetrahydropyran-2-ylpyrazol-4-yl)-1H-indol-4-amine ClC=1C=C(C=2C(=CNC2C1Cl)C=1C=NN(C1)C1OCCCC1)N